7-bromo-8-fluoro-6-methoxy-quinazoline-2,4-diol BrC1=C(C=C2C(=NC(=NC2=C1F)O)O)OC